ClC1=C(CNC2=NC=C(C=N2)C(=O)N2CCC23COC3)C=C(C=C1)Cl (2-((2,5-dichlorobenzyl)amino)pyrimidin-5-yl)(6-oxa-1-azaspiro[3.3]hept-1-yl)methanone